cyclooctadiene copper (I) [Cu+].C1=CC=CCCCC1